(S)-5-(2-Chloro-4-(3-Phenylmorpholino)Quinazolin-6-Yl)-1,3-Dimethylpyridin-2(1H)-One ClC1=NC2=CC=C(C=C2C(=N1)N1[C@H](COCC1)C1=CC=CC=C1)C=1C=C(C(N(C1)C)=O)C